2-[(2S,5R)-5-methyl-2-(2-methyl-4-pyridyl)-1-piperidyl]-N-(5-methyl-3-pyridyl)-2-oxo-acetamide C[C@@H]1CC[C@H](N(C1)C(C(=O)NC=1C=NC=C(C1)C)=O)C1=CC(=NC=C1)C